3-((3H-spiro[benzofuran-2,4'-piperidin]-5-yl)amino)piperidine-2,6-dione N1CCC2(CC1)OC1=C(C2)C=C(C=C1)NC1C(NC(CC1)=O)=O